(2S,2'S)-3,3'-((((3-((S)-2-carboxy-2-((R)-pyrrolidin-3-yl)ethyl)-5-fluorobenzoyl)azanediyl)bis(methylene))bis(3,1-phenylene))bis(2-((R)-pyrrolidin-3-yl)propanoic acid) C(=O)(O)[C@@H](CC=1C=C(C(=O)N(CC=2C=C(C=CC2)C[C@H](C(=O)O)[C@@H]2CNCC2)CC=2C=C(C=CC2)C[C@H](C(=O)O)[C@@H]2CNCC2)C=C(C1)F)[C@@H]1CNCC1